C(#N)C1=CC=C(C=C1)C=1N(C=C(N1)C)O (4-cyanophenyl)-1-hydroxy-4-methyl-1H-imidazole